2,2-difluoro-propionic acid FC(C(=O)O)(C)F